BrC1=C(NCCCN2CCOCC2)C=CC(=C1)[N+](=O)[O-] 2-bromo-N-(3-morpholinopropyl)-4-nitroaniline